tert-Butyl N-[2-Methyl-4-(trifluoromethyl)phenyl]carbamate CC1=C(C=CC(=C1)C(F)(F)F)NC(OC(C)(C)C)=O